[Ca].N1(CCCC1)C[C@H](C)O (2S)-1-(pyrrolidin-1-yl)propan-2-ol calcium